Cl.NC\C=C(\CN1C=NC2=C1C=C(C=C2C2=CC=C(C=C2)S(=O)(=O)N(C)C)C(F)(F)F)/F (Z)-4-(1-(4-amino-2-fluorobut-2-en-1-yl)-6-(trifluoromethyl)-1H-benzo[d]imidazole-4-yl)-N,N-dimethylbenzenesulfonamide hydrochloride